N(N)C1=NC(=CC(=N1)C)C(F)(F)F 2-hydrazineyl-4-methyl-6-(trifluoro-methyl)pyrimidine